CC1CN(C1)C1(C(CCCC1)=O)C1=CC=CC=C1 2-(3-methylazetidin-1-yl)-2-phenyl-cyclohexan-1-one